(3R)-3-amino-7-(5-tert-butyl-1,3,4-oxadiazol-2-yl)-5-[[5-[(4-chlorophenyl)methyl]-3-pyridyl]methyl]-8-fluoro-1,1-dioxo-2,3-dihydro-1λ6,5-benzothiazepin-4-one N[C@H]1CS(C2=C(N(C1=O)CC=1C=NC=C(C1)CC1=CC=C(C=C1)Cl)C=C(C(=C2)F)C=2OC(=NN2)C(C)(C)C)(=O)=O